C1(CC1)C(C=1C(=C(C(=C2C=NNC12)C=1N=CC=2N(C1)C=C(N2)NC(=O)[C@H]2[C@H](C2)F)C)F)N2C(C1=CC=CC=C1C2=O)=O (1s,2s)-N-(6-(7-(cyclopropyl-(1,3-dioxoisoindolin-2-yl)methyl)-6-fluoro-5-methyl-1H-indazol-4-yl)imidazo[1,2-a]pyrazin-2-yl)-2-fluorocyclopropane-1-carboxamide